7,11-dichloro-3-propyldibenzo[b,f][1,4]Oxazepine ClC=1C=CC2=C(OC3=C(C(=N2)Cl)C=CC(=C3)CCC)C1